FC1=CC=C(CNC2=NC=CC=C2)C=C1 N-(4-fluorobenzyl)pyridine-2-amine